4-oxotetrahydrofuran-2-carboxylate O=C1CC(OC1)C(=O)[O-]